(3-(6-(tert-butoxy)hexyl)-2-methyl-4-phenyl-1H-inden-1-yl)(2-isopropyl-4-phenyl-1H-inden-1-yl)dimethylsilane C(C)(C)(C)OCCCCCCC1=C(C(C2=CC=CC(=C12)C1=CC=CC=C1)[Si](C)(C)C1C(=CC2=C(C=CC=C12)C1=CC=CC=C1)C(C)C)C